C(C)C1=NC(=CC=C1B1OC(C(O1)(C)C)(C)C)C 2-Ethyl-6-methyl-3-(4,4,5,5-tetramethyl-1,3,2-dioxaborolan-2-yl)pyridine